4'-(bromomethyl)-N-(4,5-dimethylisothiazol-3-yl)-2'-(ethoxymethyl)-N-((2-(trimethylsilyl)ethoxy)methyl)-[1,1'-biphenyl]-2-sulfonamide BrCC1=CC(=C(C=C1)C=1C(=CC=CC1)S(=O)(=O)N(COCC[Si](C)(C)C)C1=NSC(=C1C)C)COCC